2-amino-2-(4,4-difluorocyclohexyl)-N-[4-(3,5-dimethyl-imidazol-4-yl)-phenyl]acetamide NC(C(=O)NC1=CC=C(C=C1)C=1N(C=NC1C)C)C1CCC(CC1)(F)F